(3aR,7aS)-1-(6-(2-hydroxy-4-(trifluoromethyl)phenyl)-5-methyl-1,2,4-triazin-3-yl)octahydro-7H-pyrrolo[2,3-c]pyridin-7-one OC1=C(C=CC(=C1)C(F)(F)F)C1=C(N=C(N=N1)N1CC[C@@H]2[C@H]1C(NCC2)=O)C